ethyl-sulfamoyl-carbamic acid tert-butyl ester C(C)(C)(C)OC(N(S(N)(=O)=O)CC)=O